6-(((tert-butyldimethylsilyl)oxy)methyl)-5-methoxypyrazine-2-carboxylic acid [Si](C)(C)(C(C)(C)C)OCC1=C(N=CC(=N1)C(=O)O)OC